3,6-dichloro-2-methylbenzoic acid ClC=1C(=C(C(=O)O)C(=CC1)Cl)C